2-[(4S)-2,2-dimethyl-1,3-dioxan-4-yl]ethanamine CC1(OCC[C@@H](O1)CCN)C